C(CCCCC)NCCCCCCCN N-hexylheptane-1,7-diamine